4-(3-(1,1-difluoroethyl)-4-methyl-1-((2-(trifluoromethyl)cyclobutyl)methyl)-1H-pyrazole-5-carboxamido)picolinamide FC(C)(F)C1=NN(C(=C1C)C(=O)NC1=CC(=NC=C1)C(=O)N)CC1C(CC1)C(F)(F)F